tert-butyl 4-[4-methyl-5-(4,4,5,5-tetramethyl-1,3,2-dioxaborolan-2-yl)-2-pyridyl]piperazine-1-carboxylate CC1=CC(=NC=C1B1OC(C(O1)(C)C)(C)C)N1CCN(CC1)C(=O)OC(C)(C)C